C(C)C1(NC(C2=CC=CC=C12)(CC)CC)CC 1,1,3,3-tetraethylisoindolin